C(C1=CC=CC=C1)(C1=CC=CC=C1)=NC(C#N)C1=CN=CC2=CC=CC=C12 2-(benzhydrylideneamino)-2-(4-isoquinolyl)acetonitrile